2-(Benzyloxycarbonylamino)-2-methyl-propionic acid C(C1=CC=CC=C1)OC(=O)NC(C(=O)O)(C)C